BrC=1C=CC2=C(C(N(CCC2)C)=O)C1 8-bromo-2-methyl-2,3,4,5-tetrahydro-1H-benzo[c]azepin-1-one